(1R,2R)-1-(2-chloro-5-fluorophenyl)-1-(5,6-dimethylpyrazin-2-yl)propan ClC1=C(C=C(C=C1)F)[C@@H](CC)C1=NC(=C(N=C1)C)C